N1CCCC1.[Li] lithium tetrahydropyrrole salt